8-methyl-2H,3H-[1,4]dioxino[2,3-b]pyridine CC1=C2C(=NC=C1)OCCO2